N-((R)-1-(3-(difluoromethyl)-2-fluorophenyl)ethyl)-4-(((1s,3S)-3-(dimethylamino)cyclobutyl)amino)-6-oxo-1,6-dihydropyridine-3-carboxamide FC(C=1C(=C(C=CC1)[C@@H](C)NC(=O)C1=CNC(C=C1NC1CC(C1)N(C)C)=O)F)F